BrC=1C(=NC=CC1)C=O 3-bromopyridinealdehyde